4-[1-(3-pyridazin-4-yl-1H-pyrazole-5-carbonyl)pyrrolidin-3-yl]benzonitrile N1=NC=C(C=C1)C1=NNC(=C1)C(=O)N1CC(CC1)C1=CC=C(C#N)C=C1